5-1-(3,4-dihydroxy-5-oxo-2,5-dihydrofuran-2-yl)ethane-1,2-diyl bis(tert-butylcarbamate) C(C)(C)(C)NC(OC(COC(NC(C)(C)C)=O)C1OC(C(=C1O)O)=O)=O